(3R)-3-{[2-(3-methoxyphenyl)-10-methyl[1,2,4]triazolo[1,5-c]quinazolin-5-yl]amino}pyrrolidin COC=1C=C(C=CC1)C1=NN2C(=NC=3C=CC=C(C3C2=N1)C)N[C@H]1CNCC1